CN.[Na] sodium methylamine salt